bis-(2,4-di-tert-butylphenyl)pentaerythritol diphosphite OP(O)OP(O)O.C(C)(C)(C)C1=C(C=CC(=C1)C(C)(C)C)C(O)(C(CO)(CO)CO)C1=C(C=C(C=C1)C(C)(C)C)C(C)(C)C